n-pentoxyethoxyethanol C(CCCC)OCCOC(C)O